2-(pyrrolidin-1-yl)-4-((1-(3,4,5-trimethoxyphenyl)-1H-imidazol-4-yl)amino)-5,6-dihydropyrido[3,4-d]pyrimidine-7(8H)-carboxylic acid tert-butyl ester C(C)(C)(C)OC(=O)N1CC=2N=C(N=C(C2CC1)NC=1N=CN(C1)C1=CC(=C(C(=C1)OC)OC)OC)N1CCCC1